5-(3-(1-(methylamino)ethyl)-5-((R)-2-methylpyrrolidin-1-yl)phenyl)-3-((1-(1-methylpiperidin-4-yl)-1H-pyrazol-4-yl)oxy)pyrazin-2-amine CNC(C)C=1C=C(C=C(C1)N1[C@@H](CCC1)C)C=1N=C(C(=NC1)N)OC=1C=NN(C1)C1CCN(CC1)C